5-(3,8-diazabicyclo[3.2.1]octan-8-yl)-2-(2,6-dioxopiperidin-3-yl)-4-fluoroisoindoline-1,3-dione C12CNCC(CC1)N2C=2C(=C1C(N(C(C1=CC2)=O)C2C(NC(CC2)=O)=O)=O)F